2-(2,6-dioxopiperidin-3-yl)-4-(((1-(1-(piperidine-1-carbonyl)piperidin-4-yl)-1H-pyrazol-4-yl)methyl)amino)isoindoline-1,3-dione O=C1NC(CCC1N1C(C2=CC=CC(=C2C1=O)NCC=1C=NN(C1)C1CCN(CC1)C(=O)N1CCCCC1)=O)=O